1-(8-(2-chloro-3-fluorophenyl)-9-(4-(((S)-1-(3-fluoropropyl)pyrrolidin-3-yl)oxy)phenyl)-6,7-dihydro-5H-benzo[7]annulen-3-yl)-2,2,2-trifluoroethan-1-ol ClC1=C(C=CC=C1F)C=1CCCC2=C(C1C1=CC=C(C=C1)O[C@@H]1CN(CC1)CCCF)C=CC(=C2)C(C(F)(F)F)O